CN1[C@@H]([C@H](CC1=O)C(=O)NCCOCCOCCC(=O)N1CCN(CC1)C1CCC(CC1)C(=O)O)C=1C=NC=CC1 (1r,4r)-4-(4-(3-(2-(2-((2S,3S)-1-methyl-5-oxo-2-(pyridin-3-yl)pyrrolidine-3-carboxamido)ethoxy)ethoxy)propanoyl)piperazin-1-yl)cyclohexanecarboxylic acid